N1-(3-((4-(bis(4-fluorophenyl)methyl)piperazin-1-yl)methyl)-4-(trifluoromethyl)phenyl)-N1,N2,N2-trimethyl-ethan-1,2-diamine FC1=CC=C(C=C1)C(N1CCN(CC1)CC=1C=C(C=CC1C(F)(F)F)N(CCN(C)C)C)C1=CC=C(C=C1)F